2-(CYCLOPROPYLCARBAMOYL)PYRIDIN-4-YLBORONIC ACID C1(CC1)NC(=O)C1=NC=CC(=C1)B(O)O